3-(3,6-di-tert-butyl-9H-carbazol-9-yl)-3'-fluoro-5-(2,4,4-trimethylpentan-2-yl)[1,1'-biphenyl]-2-ol C(C)(C)(C)C=1C=CC=2N(C3=CC=C(C=C3C2C1)C(C)(C)C)C1=C(C(=CC(=C1)C(C)(CC(C)(C)C)C)C1=CC(=CC=C1)F)O